Bis(1-Octyl-oxy-2,2,6,6-Tetramethylpiperidin-4-yl) Sebacat C(CCCCCCCCC(=O)OC1CC(N(C(C1)(C)C)OCCCCCCCC)(C)C)(=O)OC1CC(N(C(C1)(C)C)OCCCCCCCC)(C)C